C(C1=CC=CC=C1)NC(N(C1=NC=C(C=C1)C=1C=NN(C1)C)[C@@H]1CC[C@H](CC1)NC1=NC=C(C(=N1)C1=CC=NC=C1)C#N)=O 3-benzyl-1-(trans-4-((5-cyano-4-(pyridin-4-yl)pyrimidin-2-yl)amino)cyclohexyl)-1-(5-(1-methyl-1H-pyrazol-4-yl)pyridin-2-yl)urea